2-(di-n-butylamino)-2-oxoacetic acid C(CCC)N(C(C(=O)O)=O)CCCC